FC1=C(C=CC=C1)NC(=O)C=1C(N(CC1C1=CC(=CC=C1)C(F)(F)F)C)=O N-(2-fluorophenyl)-1-methyl-2-oxo-4-(3-(trifluoromethyl)phenyl)-2,5-dihydro-1H-pyrrole-3-carboxamide